5,7-dichloro-3-methyl-2-[[5-(trifluoromethyl)-2-pyridyl]methyl]naphthalene-1,4-dione ClC1=C2C(C(=C(C(C2=CC(=C1)Cl)=O)CC1=NC=C(C=C1)C(F)(F)F)C)=O